((7-Chloroquinoxalin-6-yl)methyl)-4-(4,7-diazaspiro[2.5]octan-4-yl)pyridin-3-amine ClC1=C(C=C2N=CC=NC2=C1)CC1=NC=CC(=C1N)N1C2(CC2)CNCC1